O1C(OCC1)CCN1CCNCC1 1-[2-(1,3-dioxolan-2-yl)ethyl]piperazine